zirconium tungsten octaoxide [W](=O)(=O)(=O)(=O)(=O)(=O)(=O)=O.[Zr]